C(C)(C)(C)OC(=O)N([C@H]1CN(CC1)C=1C=NC(=NC1)C(=O)O)C (R)-5-(3-((tert-butoxycarbonyl)(methyl)amino)pyrrolidin-1-yl)pyrimidine-2-carboxylic acid